[K+].CC(C(=O)[O-])=C 2-Methyl-2-propenoic acid potassium salt